ClC=1C=CC=C2C=CC(=NC12)N(C1=NC=C(C(=C1)C(F)(F)F)N)CCCN1CCN(CC1)C N2-(8-chloroquinolin-2-yl)-N-(3-(4-methylpiperazin-1-yl)propyl)-4-(trifluoromethyl)pyridine-2,5-diamine